COC(=O)C1=C(C=C2C(C(N(C2=C1)CC)=O)(C)C)N 5-amino-1-ethyl-3,3-dimethyl-2-oxoindoline-6-carboxylic acid methyl ester